BrCC1CC(C1)(F)F 3-(bromomethyl)1,1-difluorocyclobutane